C1=C(C=CC2=CC=CC=C12)\C(\C)=N\NC(C1=CC(=CC=C1)[N+](=O)[O-])=O (E)-N'-(1-(naphthalen-2-yl)ethylidene)-3-nitrobenzohydrazide